OC1(CC2C(CN(C2)C(=O)NC2=CC(=CC=C2)C(F)(F)F)C1)C1=C(C=CC=C1)C 5-hydroxy-5-(2-methylphenyl)-N-[3-(trifluoromethyl)phenyl]-octahydrocyclopenta[c]pyrrole-2-carboxamide